COC1=NC=C(C=N1)C1CCC(CC1)C1=NOC(=C1)C(C(=O)O)C(C)C 2-{3-[4-(2-methoxypyrimidin-5-yl)cyclohexyl]-1,2-oxazol-5-yl}-3-methylbutanoic acid